ClCC1=CC=C(C=C1)N1C(=NC=2C1=NC(=CC2)C=2C(=NC=CC2)OC)C=2C(=NC=CC2)N 3-(3-(4-(Chloromethyl)phenyl)-5-(2-methoxypyridin-3-yl)-3H-imidazo[4,5-b]pyridin-2-yl)pyridin-2-amine